OC1=C(C=C(C=C1)/C=C/C(=O)C1=CC=C(C=C1)OC)CN1CCOCC1 (E)-3-[4-Hydroxy-3-(morpholin-4-ylmethyl)phenyl]-1-(4-methoxyphenyl)prop-2-en-1-one